C1(CC1)C=1C=2N(C=CC1)N=C(C2)[C@@H]2N(CCC1=C2N=CN1)C=1OC(=NN1)C(F)(F)F (R)-2-(4-(4-cyclopropylpyrazolo[1,5-a]pyridin-2-yl)-1,4,6,7-tetrahydro-5H-imidazo[4,5-c]pyridin-5-yl)-5-(trifluoromethyl)-1,3,4-oxadiazole